4-(4-fluoro-3-(trifluoromethyl)phenyl)-1-naphthalenal FC1=C(C=C(C=C1)C1=CC=C(C2=CC=CC=C12)C=O)C(F)(F)F